COC1=CC=C(C=C1)C=1C=C(C=C2C3=C(NC12)C(=NC=C3)C)C(=O)N 8-(4-methoxy-phenyl)-1-methyl-9H-pyrido[3,4-b]indole-6-carboxamide